2,2,3,3,4,4,4-heptafluorobutyl methacrylate C(C(=C)C)(=O)OCC(C(C(F)(F)F)(F)F)(F)F